C(C)NC1=CC=CC(=C1)I ethyl-5-iodoaniline